9-methyldecyl 8-bromo-2-methyloctanoate BrCCCCCCC(C(=O)OCCCCCCCCC(C)C)C